5-chloro-4-(chlorosulfonyl)benzoic acid ClC=1C(=CC=C(C(=O)O)C1)S(=O)(=O)Cl